4-[8-({8-fluoro-2-methylimidazo[1,2-a]pyridin-6-yl}carbamoyl)-2-methylquinoxalin-5-yl]piperazine-1-carboxylic acid tert-butyl ester C(C)(C)(C)OC(=O)N1CCN(CC1)C1=C2N=CC(=NC2=C(C=C1)C(NC=1C=C(C=2N(C1)C=C(N2)C)F)=O)C